isoxazolidine-2-carboxylate O1N(CCC1)C(=O)[O-]